BrC1=C(C=C(C=C1)C(C)(C)C)CCO[Si](C)(C)C(C)(C)C 2-(2-bromo-5-tert-butyl-phenyl)ethoxy-tert-butyl-dimethyl-silane